di(ethylcyclopentadienyl)ruthenium C(C)C1(C=CC=C1)[Ru]C1(C=CC=C1)CC